BrC=1C(=C(C(=O)OCOC)C(=CC1O)C)C methoxymethyl 3-bromo-4-hydroxy-2,6-dimethylbenzoate